methyl-isothiazolin-3-one CC1C(NSC1)=O